COC1=CC=C(C2=C1NC(=N2)NC(=O)C=2N=NN(C2)CCOC)C2CCOCC2 1-(2-Methoxy-ethyl)-1H-[1,2,3]triazole-4-carboxylic acid [7-methoxy-4-(tetrahydropyran-4-yl)-1H-benzoimidazol-2-yl]-amide